3-(3,4-Difluorophenyl)-1-isobutyl-1-(2-oxo-4-(trifluoromethyl)-2,5,6,7-tetrahydro-1H-cyclopenta[b]pyridin-5-yl)urea FC=1C=C(C=CC1F)NC(N(C1CCC=2NC(C=C(C21)C(F)(F)F)=O)CC(C)C)=O